6-bromo-1-(cyclopropylmethyl)-4-fluoro-1H-indazole BrC1=CC(=C2C=NN(C2=C1)CC1CC1)F